BrC1=CC(=C(C=C1OC)CCNC([O-])=O)OC [2-(4-bromo-2,5-dimethoxy-phenyl)ethyl]carbamate